F[C@@H](CCCCC(=O)NC1=C(C=C(C=C1)NCC1=CC=C(C=C1)C(F)(F)F)N1CCCC1)CF (6S)-6,7-difluoro-N-(2-(pyrrolidin-1-yl)-4-((4-(trifluoromethyl)benzyl)amino)phenyl)heptanamide